NC=1C2=C(N=CN1)NC(=C2)C=2C(=NC(=CC2)Cl)CCCO 3-(3-{4-amino-7H-pyrrolo[2,3-d]pyrimidin-6-yl}-6-chloropyridin-2-yl)propan-1-ol